FC(OC1(CCC1)OCC(=O)O)(F)F 2-[3-cis-(trifluoromethoxy)cyclobutoxy]Acetic acid